ClC1=C(C=CC=C1Cl)SC=1N=CC(=NC1C)N1C=CC(=CC=C1)N 1-(5-((2,3-dichlorophenyl)thio)-6-methylpyrazin-2-yl)azepin-4-amine